4'-(6-chloro-5-fluoro-1H-indole-2-carbonyl)-13'-(2-hydroxyethyl)-4',8',9',13'-tetraazaspiro[cyclopropane-1,12'-tricyclo[7.5.0.02,7]tetradecane] ClC1=C(C=C2C=C(NC2=C1)C(=O)N1CC2C3CN(C4(CCN3NC2CC1)CC4)CCO)F